1H-Azepine-1-thiocarboxylic acid N1(C=CC=CC=C1)C(O)=S